3,5-difluoro-N'-hydroxy-pyridine-2-carboxamidine FC=1C(=NC=C(C1)F)C(=NO)N